N-((3S,4S)-3-((2-(2,6-dichloro-3,5-dimethoxyphenyl)-4-((2-methoxyethyl)amino)pyrido[3,4-d]pyrimidin-6-yl)amino)tetra-hydro-2H-pyran-4-yl)acrylamide ClC1=C(C(=C(C=C1OC)OC)Cl)C=1N=C(C2=C(N1)C=NC(=C2)N[C@@H]2COCC[C@@H]2NC(C=C)=O)NCCOC